6-(2,3-bis(allyloxycarbonyloxy)propylthio)hexylphosphonic acid diethylester C(C)OP(OCC)(=O)CCCCCCSCC(COC(=O)OCC=C)OC(=O)OCC=C